O=C1C2=C(N=C(N1)C1=CC=C(C=C1)C1=NOC(N1)=O)CCSC2 3-(4-(4-oxo-3,5,7,8-tetrahydro-4H-thiopyrano[4,3-d]pyrimidin-2-yl)phenyl)-1,2,4-oxadiazol-5(4H)-one